C(C)OC(C1=CC(=CC=C1)C1N(CCCC1)C1=C(C=C(C=C1)C(F)(F)F)Cl)=O 3-(1-(2-Chloro-4-(trifluoromethyl)phenyl)piperidin-2-yl)benzoic acid ethyl ester